indazole-3-carboxamide N1N=C(C2=CC=CC=C12)C(=O)N